N-cyclopropyl-2-(difluoromethoxy)-6-methoxy-4-[7-[[(2R)-1-methyl-2-piperidyl]methoxy]imidazo[1,2-a]pyridin-3-yl]benzamide C1(CC1)NC(C1=C(C=C(C=C1OC)C1=CN=C2N1C=CC(=C2)OC[C@@H]2N(CCCC2)C)OC(F)F)=O